ClC1=CC=C(S1)/C=C(/C(=O)OC)\C methyl (E)-3-(5-chlorothiophen-2-yl)-2-methylacrylate